tert-butyl (3-(2-amino-4-bromo-6-fluorophenyl)prop-2-yn-1-yl)carbamate NC1=C(C(=CC(=C1)Br)F)C#CCNC(OC(C)(C)C)=O